C12(CC(C1)C2)N2C=C(C(=CC2=O)OS(=O)(=O)C(F)(F)F)C(=O)OC methyl 1-(bicyclo[1.1.1]pentan-1-yl)-6-oxo-4-(((trifluoromethyl)sulfonyl)oxy)-1,6-dihydropyridine-3-carboxylate